cobalt(II) porphyrin C12=CC=C(N1)C=C1C=CC(=N1)C=C1C=CC(N1)=CC=1C=CC(N1)=C2.[Co+2]